O1CCN(CC1)CCOC=1C=C(C=2N(C1)N=CC2C#N)C=2C=NC(=CC2)N2CCC(CC2)OC2=NC=CC=C2 6-(2-morpholinoethoxy)-4-(6-(4-(pyridin-2-yloxy)piperidin-1-yl)pyridin-3-yl)pyrazolo[1,5-a]pyridine-3-carbonitrile